2-((3-(5-isopropoxypyridin-2-yl)-1,2,4-thiadiazol-5-yl)amino)nicotinic acid C(C)(C)OC=1C=CC(=NC1)C1=NSC(=N1)NC1=C(C(=O)O)C=CC=N1